CC1(CC(C1)NC=1N=CC2=C(N1)NC=C2C=2C=CC1=C(N(N=N1)C)C2)O (1s,3s)-1-methyl-3-((5-(1-methyl-1H-benzo[d][1,2,3]triazol-6-yl)-7H-pyrrolo[2,3-d]pyrimidin-2-yl)amino)cyclobutan-1-ol